N[C@@H]1CC[C@H](CC1)N1N=C(C=2C1=NC(=NC2)NCCCC)NC(C2=CC=C(C=C2)F)=O trans-N-(1-(4-aminocyclohexyl)-6-(butylamino)-1H-pyrazolo[3,4-d]pyrimidin-3-yl)-4-fluorobenzamide